[F].[O+2].[NH4+].[Ta+5] tantalum ammonium oxygen fluorine